(S)-2-((4-(3-((4-cyano-2-fluorobenzyl)oxy)-4-(hydroxymethyl)-1H-pyrazol-1-yl)piperidin-1-yl)methyl)-1-(oxetan-2-ylmethyl)-1H-benzo[d]imidazole-6-carboxylic acid C(#N)C1=CC(=C(COC2=NN(C=C2CO)C2CCN(CC2)CC2=NC3=C(N2C[C@H]2OCC2)C=C(C=C3)C(=O)O)C=C1)F